C(C(O)C)(=O)N lactoyl-ammonia